F[C@@H]1[C@@H]([C@@H](N(C1)C(C(C)C)=O)CC=1C(=C(C=CC1)C1=CC(=CC(=C1)F)F)F)NS(=O)(=O)C N-{(2S,3R,4S)-4-fluoro-1-(2-methylpropanoyl)-2-[(2,3',5'-trifluoro[1,1'-biphenyl]-3-yl)methyl]pyrrolidin-3-yl}methanesulfonamide